C(CCCCCCCCCC)(=O)OC[C@@H]1C(C(CC1OC(CCCCCCCCCC)=O)N1C=2N=C(NC(C2N=C1)=O)N)=C ((S)-3-(2-amino-6-oxo-1H-purin-9(6H)-yl)-2-methylene-5-(undecanoyloxy)cyclopentyl)methyl undecanoate